CC1(OC=2C=C(C=C(C2[C@H]2[C@]1(CCC(=C2)C)C)O)CCCCC)C (6Ar,10aR)-6,6,6a,9-tetramethyl-3-pentyl-8,10a-dihydro-7H-benzo[c]chromen-1-ol